2-(5-Methyl-2-(2-(4-methylpiperazin-1-yl)ethoxy)benzyl)benzonitrile CC=1C=CC(=C(CC2=C(C#N)C=CC=C2)C1)OCCN1CCN(CC1)C